C1(=CC=C2C=CC3=CC=CC4=CC=C1C2=C34)C(CCC)O 1-Pyrenylbutanol